(1-(5-(6-formyl-5-hydroxypyridin-2-yl)pentyl)piperidin-4-yl)carbamic acid tert-butyl ester C(C)(C)(C)OC(NC1CCN(CC1)CCCCCC1=NC(=C(C=C1)O)C=O)=O